(R)-1'-(5-Amino-1-isobutyl-1H-pyrazole-4-carbonyl)-6-chloro-5-fluorospiro[benzo[d][1,3]oxazine-4,3'-piperidin]-2(1H)-one NC1=C(C=NN1CC(C)C)C(=O)N1C[C@@]2(CCC1)C1=C(NC(O2)=O)C=CC(=C1F)Cl